2,5-dihydroxyhexa-2,4-dienedicarboxylic acid OC(C(C(=O)O)C(=O)O)=CC=C(C)O